C(C1=CC=CC=C1)N1C[C@H]2CC[C@@H](C1)N2C(=O)OC(C)(C)C Tert-butyl (1R,5S)-3-benzyl-3,8-diazabicyclo[3.2.1]octane-8-carboxylate